[Cl-].CC=CC(=O)OCC[N+](C)(C)C [2-(methyl-acryloyloxy)ethyl]trimethylammonium chloride